2-(8-(3-azabicyclo[3.1.1]heptan-6-yl)-6,6a,7,8,9,10-hexahydro-5H-pyrazino[1',2':4,5]pyrazino[2,3-c]pyridazin-2-yl)phenol C12CNCC(C1N1CC3N(C=4C(=NN=C(C4)C4=C(C=CC=C4)O)NC3)CC1)C2